C1OC[C@H]2[C@@H]1CC(C2)OC(C2=CC=C(C=C2)[N+](=O)[O-])=O [(3aR,5s,6aS)-3,3a,4,5,6,6a-hexahydro-1H-cyclopenta[c]furan-5-yl]4-nitrobenzoate